N-[1-(thiophen-3-ylmethyl)piperidin-4-yl]-3H-imidazo[4,5-b]pyridin-7-amine S1C=C(C=C1)CN1CCC(CC1)NC1=C2C(=NC=C1)NC=N2